(2S)-2-amino-5-(dimethylamino)-5-oxopentanoic acid N[C@H](C(=O)O)CCC(=O)N(C)C